CC(C(=O)O)([C@H](OCC=1N=NN(C1)CCC)C1=CC(=C(C=C1)C)CN1S(C2=C(C[C@@H](C1)C)C=CN=C2)(=O)=O)C (R)-2,2-dimethyl-3-(4-methyl-3-(((S)-4-methyl-1,1-dioxido-4,5-dihydropyrido[4,3-f][1,2]thiazepin-2(3H)-yl)methyl)phenyl)-3-((1-propyl-1H-1,2,3-triazol-4-yl)methoxy)propanoic acid